NC1=C(SC(=C1NC(=O)OC(C)(C)C)Br)C(=O)OC methyl 3-amino-5-bromo-4-((tert-butoxycarbonyl)amino)thiophene-2-carboxylate